4-methyl-N'-(4-methylcyclohexyl)benzoyl-hydrazine CC1=CC=C(C(=O)NNC2CCC(CC2)C)C=C1